CC=1C=C(C=CC1C(F)(F)F)C=1NC=2N(C(C1)=O)N=CC2C(=O)OCC ethyl 5-(3-methyl-4-(trifluoromethyl) phenyl)-7-oxo-4,7-dihydropyrazolo[1,5-a]pyrimidine-3-carboxylate